1-benzyl-3-(1-(4-(chloromethoxy)phenyl)-1H-pyrazol-4-yl)-5-(3-nitrophenoxy)piperidine C(C1=CC=CC=C1)N1CC(CC(C1)OC1=CC(=CC=C1)[N+](=O)[O-])C=1C=NN(C1)C1=CC=C(C=C1)OCCl